C(#N)C=1C(=C(C=CC1)[C@@H](C#C)N[S@@](=O)C(C)(C)C)F (S)-N-((R)-1-(3-cyano-2-fluorophenyl)prop-2-yn-1-yl)-2-methylpropane-2-sulfinamide